ClC=1C=C(COC2=CC=C(CC(C(=O)N)(CCC)N(CC)CC)C=C2)C=CC1Cl 4-((3,4-Dichlorobenzyl)Oxy)Benzyl-2-(Diethylamino)Pentanamide